methyl 2,2-dimethyl-1,3-dioxolane-4-carboxylate CC1(OCC(O1)C(=O)OC)C